N-(4-fluorophenyl)pyrazole-4-carboxamide FC1=CC=C(C=C1)NC(=O)C=1C=NNC1